2-((2,6-difluorobenzyl)(methoxycarbonyl)amino)-4-((dimethylamino)methyl)-5-(4-(3-methoxyureido)phenyl)thiophene-3-carboxylic acid FC1=C(CN(C=2SC(=C(C2C(=O)O)CN(C)C)C2=CC=C(C=C2)NC(=O)NOC)C(=O)OC)C(=CC=C1)F